ClC=1C=C2C=C(NC2=CC1OCC1=NC(=CC=C1)F)CNC(=O)C1CC1 N-((5-chloro-6-((6-fluoropyridin-2-yl)methoxy)-1H-indol-2-yl)methyl)cyclopropanecarboxamide